4-[2-Cyclopropyl-1-[4-[(1S)-1-[(1-methyl-2-oxo-4H-pyrimido[4,5-d][1,3]oxazin-7-yl)amino]ethyl]phenyl]ethyl]piperazine-1-carboxylic acid tert-butyl ester C(C)(C)(C)OC(=O)N1CCN(CC1)C(CC1CC1)C1=CC=C(C=C1)[C@H](C)NC=1N=CC2=C(N(C(OC2)=O)C)N1